(2R)-1-[4-[(R)-amino(5-chloro-2-hydroxyphenyl)methyl]piperidin-1-yl]-2,3-dihydroxypropan-1-one N[C@H](C1CCN(CC1)C([C@@H](CO)O)=O)C1=C(C=CC(=C1)Cl)O